FC(C=1C(=C(C=CC1)[C@@H](C)NC=1C2=C(N=C(N1)C)N=CC(=C2)C2CCN(CC2)C(=O)N(C)C)F)F (R)-4-(4-(1-(3-(difluoromethyl)-2-fluorophenyl)ethylamino)-2-methylpyrido[2,3-d]pyrimidin-6-yl)-N,N-dimethylpiperidine-1-carboxamide